(E)-2-methylcyclopropan-1-amine hydrochloride Cl.CC1C(C1)N